benzidine benzoate C(C1=CC=CC=C1)(=O)O.C1(=CC=C(N)C=C1)C1=CC=C(N)C=C1